3-(7-(4-((2,7-diazaspiro[3.5]non-2-yl)methyl)piperidin-1-yl)-1-methyl-1H-indazol-3-yl)piperidine-2,6-dione C1N(CC12CCNCC2)CC2CCN(CC2)C=2C=CC=C1C(=NN(C21)C)C2C(NC(CC2)=O)=O